C(C)C1=NN(C(=C1)C(=O)OCC)C ethyl 3-ethyl-1-methyl-1H-pyrazol-5-carboxylate